2,6-di-t-butyl-4-((4,6-bis(octylthio)-1,3,5-triazin-2-yl)amino)-phenol C(C)(C)(C)C1=C(C(=CC(=C1)NC1=NC(=NC(=N1)SCCCCCCCC)SCCCCCCCC)C(C)(C)C)O